molybdenum-silver copper titanium [Ti].[Cu].[Ag].[Mo]